C1(CCC1)N1C(=NC2=C1C(=CC=C2)CO)NC(CC(C)(C)C)=O N-(1-cyclobutyl-7-(hydroxymethyl)-1H-benzo[d]imidazol-2-yl)-3,3-dimethylbutanamide